CC1=NC=CC(=C1)C1=NOC(=N1)[C@H](CC)NC(OC(C)(C)C)=O tert-butyl (S)-(1-(3-(2-methylpyridin-4-yl)-1,2,4-oxadiazol-5-yl)propyl)carbamate